FC1=CC=C(C=C1)N[C@H]1CC[C@H](CC1)NC(OCC1=CC=CC=C1)=O cis-benzyl (4-((4-fluorophenyl)amino)cyclohexyl)carbamate